C(C1=CC=CC=C1)N(C([C@@H](CC(=O)OCC1=CC=CC=C1)NC(=O)OC(C)(C)C)=O)CC(=O)OCC benzyl (R)-4-(benzyl (2-ethoxy-2-oxoethyl) amino)-3-((tert-butoxycarbonyl) amino)-4-oxobutanoate